C(C)OC(C=C)=O.CNS(=O)(=O)F N-methyl-perfluorosulfonamide ethyl-acrylate